C(C)(C)(C)OC(=O)NCC1(OC2=C(C1)C=C(C=C2[C@@H](C)NC2=NC=1N(C=C2)N=CC1C(=O)O)F)CF 5-(((1R)-1-(2-(((tert-butoxycarbonyl)amino)methyl)-5-fluoro-2-(fluoromethyl)-2,3-dihydrobenzofuran-7-yl)ethyl)amino)pyrazolo[1,5-a]pyrimidine-3-carboxylic acid